N-[3-(4-bromo-1-ethyl-1H-indol-2-yl)prop-2-yn-1-yl]aniline BrC1=C2C=C(N(C2=CC=C1)CC)C#CCNC1=CC=CC=C1